(R)-3-(4-(4-(1-((R)-pentan-2-yl)-1H-pyrazol-4-yl)pyrazolo[1,5-a]pyrazin-6-yl)-1H-pyrazol-1-yl)propane-1,2-diol C[C@H](CCC)N1N=CC(=C1)C=1C=2N(C=C(N1)C=1C=NN(C1)C[C@H](CO)O)N=CC2